C(C)N(C(=O)C1=CC=C(C=C1)NC(=O)C=1C(NC2=CC(=CC=C2C1)F)=O)CC N-(4-(diethylcarbamoyl)phenyl)-7-fluoro-2-oxo-1,2-dihydroquinoline-3-carboxamide